C(CCC)N1CC(O[Sn]2(OC(C1)C(F)(F)F)OC(CN(CC(O2)C(F)(F)F)CCCC)C(F)(F)F)C(F)(F)F 4,12-Di-n-butyl-2,6,10,14-tetrakis(trifluoromethyl)-1,7,9,15-tetraoxa-4,12-diaza-8-stannaspiro[7.7]pentadecane